CN(NC(=O)C1=NC=CN=C1)C(=S)N1CCOCC1 N'-Methyl-N'-(Morpholin-4-carbothioyl)pyrazin-2-carbohydrazid